[Ni].C1(=CC=C(C=C1)C1=C2C=CC(C(=C3C=CC(=C(C=4C=CC(=C(C5=CC=C1N5)C5=CC=C(C=C5)C)N4)C4=CC=C(C=C4)C)N3)C3=CC=C(C=C3)C)=N2)C tetra-p-tolyl-porphyrin nickel